CC1=CN2C(C=3OCCN(C3C(=N2)NC2CCC(CC2)(O)C)C)=N1 4-(2,6-Dimethyl-7,8-dihydro-6H-9-oxa-1,3a,4,6-tetraaza-cyclopenta[a]naphthalen-5-ylamino)-1-methyl-cyclohexanol